OC1(CC(C1)C(=O)N(C=1C=C(C=CC1)C1=CC=C(C=C1)C(C)(C)O)CC12CCC(CC1)(CC2)NC(OC(C)C)=O)C(F)(F)F Isopropyl (4-(((cis)-3-hydroxy-N-(4'-(2-hydroxypropan-2-yl)-[1,1'-biphenyl]-3-yl)-3-(trifluoromethyl)cyclobutane-1-carboxamido)methyl)bicyclo[2.2.2]octan-1-yl)carbamate